N[C@@H](C(=O)OC)CC1CCCCC1 Methyl (R)-2-amino-3-cyclohexylpropionate